(3-(methylamino)piperidin-1-yl)methanone hydrochloride Cl.CNC1CN(CCC1)C=O